rel-benzyl (1R,7S)-1-(((benzyloxy)carbonyl)amino)-3-azabicyclo[5.1.0]oct-5-ene-3-carboxylate C(C1=CC=CC=C1)OC(=O)N[C@]12CN(CC=C[C@@H]2C1)C(=O)OCC1=CC=CC=C1 |o1:11,17|